C(C)(C)(C)OC(NCCN(C1CC1)C(C(C)C)C1=C(C(=CC=C1)Br)F)=O N-[2-[[1-(3-bromo-2-fluorophenyl)-2-methyl-propyl]-cyclopropyl-amino]ethyl]carbamic acid tert-butyl ester